FC(C1=CC=C(OC=2C=CC(=NC2)C(=O)O)C=C1)(F)F 5-[4-(trifluoromethyl)phenoxy]pyridine-2-carboxylic acid